(4-phenylbutyl)(3-phenylpropyl)propylamine C1(=CC=CC=C1)CCCCN(CCC)CCCC1=CC=CC=C1